ClCCC[C@@H](O)C1=CC=CC=C1 |r| racemic-4-chloro-1-phenyl-1-butanol